C(CC#C)OC(CS(F)(F)(F)(F)F)(C)C1=CC=CC=C1 (2-(But-3-yn-1-yloxy)-2-phenylpropyl)-pentafluoro-λ6-sulfan